F[C@@H]1CN(CC[C@@H]1NC1=NN2C(C(=N1)OC)=C(C(=C2)F)C=2C=CC1=C(N(N=N1)[C@H](CF)C)C2)C(C)=O 1-((3R,4S)-3-Fluoro-4-((6-fluoro-5-(1-((S)-1-fluoropropan-2-yl)-1H-benzo[d][1,2,3]triazol-6-yl)-4-methoxypyrrolo[2,1-f][1,2,4]triazin-2-yl)amino)piperidin-1-yl)ethan-1-one